ClC(C(C(C)C)=O)C(C(C)C)=O 4-chloro-2,6-dimethyl-3,5-heptanedione